(S or R)-7-(1-acryloylpiperidin-4-yl)-2-(3,5-dimethoxy-4-methylphenyl)-4,5,6,7-tetrahydropyrazolo[1,5-a]pyrimidine-3-carboxamide C(C=C)(=O)N1CCC(CC1)[C@@H]1CCNC=2N1N=C(C2C(=O)N)C2=CC(=C(C(=C2)OC)C)OC |o1:10|